FC=1C=C2C=C(NC2=CC1F)C(=O)N1CC=2N(CC1)N=CC2C(=O)NC2(CC2)COC(F)F 5-(5,6-difluoro-1H-indole-2-carbonyl)-N-{1-[(difluoromethoxy)methyl]cyclopropyl}-4H,5H,6H,7H-pyrazolo[1,5-a]pyrazine-3-carboxamide